(R)-2-(2-(1-(1-(2,6-dichloro-3-cyclopropylphenyl)ethyl)-1H-imidazo[4,5-c]pyridin-6-yl)phenyl)isothiazolidine 1,1-dioxide ClC1=C(C(=CC=C1C1CC1)Cl)[C@@H](C)N1C=NC=2C=NC(=CC21)C2=C(C=CC=C2)N2S(CCC2)(=O)=O